N-(3-(1,1-difluoropropyl)phenyl)-1-(4-methoxy-3-(5-methylpyridin-2-yl)phenyl)-3-methyl-5-oxo-4,5-dihydro-1H-pyrazole-4-carboxamide FC(CC)(F)C=1C=C(C=CC1)NC(=O)C1C(=NN(C1=O)C1=CC(=C(C=C1)OC)C1=NC=C(C=C1)C)C